C(#N)[C@@H](CC=1C=NC(=CC1)C=1C=CC2=C(N(C(O2)=O)C)C1)NC(=O)C1OCCCNC1 N-((R)-1-cyano-2-(6-(3-methyl-2-oxo-2,3-dihydrobenzo[d]oxazol-5-yl)pyridin-3-yl)ethyl)-1,4-oxazepane-2-carboxamide